2-[[2-fluoro-5-hydroxy-4-(1-hydroxy-1-methyl-ethyl)phenyl]methyl]-N-[1-(trifluoromethyl)cyclopropyl]-1H-benzimidazole-5-carboxamide FC1=C(C=C(C(=C1)C(C)(C)O)O)CC1=NC2=C(N1)C=CC(=C2)C(=O)NC2(CC2)C(F)(F)F